C1(=CC=CC=C1)C(=NS(=O)(=O)C)C1=CC=CC=C1 N-(diphenylmethylene)methanesulfonamide